C[C@H]1CN(C[C@H](N1)C)S(=O)(=O)C1=CC=C(CNC(=O)N2C=CC3=CC=CC=C23)C=C1 N-(4-(((3S,5R)-3,5-Dimethylpiperazin-1-yl)sulfonyl)benzyl)-1H-indole-1-carboxamide